C(C)(C)(C)OC(=O)C=1C=CC=C(C[C@H](N)C(=O)C2=NC3=C(CNC(C3)C(=O)OC)N2)C1 methyl (6S)-5-tert-Butoxycarbonylphenylalanyl-4,5,6,7-tetrahydro-3H-imidazo[4,5-c]pyridine-6-carboxylate